N-(4-(4-ethylpiperazin-1-yl)phenyl)-6-(2-fluoro-3-methoxyphenyl)-1H-indazol-3-amine C(C)N1CCN(CC1)C1=CC=C(C=C1)NC1=NNC2=CC(=CC=C12)C1=C(C(=CC=C1)OC)F